citric acid, bitartrate salt OC(=O)C(O)C(O)C(=O)O.C(CC(O)(C(=O)O)CC(=O)O)(=O)O